N-(2-Phenoxyethyl)-4-phenyl-1H-imidazole-1-carboxamide O(C1=CC=CC=C1)CCNC(=O)N1C=NC(=C1)C1=CC=CC=C1